C[C@@H]1[C@H](C1)C=O [(1S,2S)-2-methylcyclopropyl]methanone